ClC=1C=C(N)C=CC1OCC=1N=CSC1 3-chloro-4-(thiazol-4-ylmethoxy)aniline